ClC1=C(OC(C(=O)NC=2C=C3CN(C(C3=CC2)=O)C2C(NC(CC2)=O)=O)CC)C(=CC(=C1)C(C)(C1=CC=C(C=C1)OCC1=NC(=NC=C1)S(=O)(=O)C)C)C#N [2-chloro-6-cyano-4-[1-methyl-1-[4-[(2-methylsulfonylpyrimidin-4-yl)methoxy]phenyl]ethyl]phenoxy]-N-[2-(2,6-dioxo-3-piperidyl)-1-oxo-isoindolin-5-yl]butanamide